C(ON1OC2=CC=CC=C2O1)([O-])=O 1,3-dioxaisoindolin-2-yl carbonate